CC=1C=C(C=C(C1)C)SC1=C(C=CC=C1)N1CCNCC1 1-[2-(3,5-dimethyl-phenylthio)-phenyl]piperazine